2-Hydroxy-4-(Methylthio)butyrat OC(C(=O)[O-])CCSC